[Si](C)(C)(C(C)(C)C)I tert-butyldimethylsilyl iodide